3-(2-chloro-2-oxoacetyl)-1H-indol-4-yl 2-chloro-2-oxoacetate ClC(C(=O)OC1=C2C(=CNC2=CC=C1)C(C(=O)Cl)=O)=O